C=1(C(=CC=CC1O)C=O)C.[Na] sodium cresol-formaldehyde